4-(4-(2,4-difluorobenzyloxy)-3-bromo-6-methyl-2-oxopyridin-1(2H)-yl)-N-(2-methoxyethyl)-3-methylbenzamide FC1=C(COC2=C(C(N(C(=C2)C)C2=C(C=C(C(=O)NCCOC)C=C2)C)=O)Br)C=CC(=C1)F